[Br-].[Br-].C(C)(C)(C)C1=CC(=NC=C1)C1=NC=CC(=C1)C(C)(C)C.[Ni+2] nickel (4,4'-di-tert-butyl-2,2'-bipyridine) dibromide